C(C)(C)(C)OC(NC1(CC1)C=1C=NC(=CC1C)Cl)=O (1-(6-chloro-4-methylpyridin-3-yl)cyclopropyl)carbamic acid tert-butyl ester